1-benzyl-6-chloro-5-oxo-7-(quinolin-8-ylmethyl)-8-(3-(trifluoromethyl)phenyl)-1,2,3,5-tetrahydroimidazo[1,2-a]pyridine C(C1=CC=CC=C1)N1CCN2C1=C(C(=C(C2=O)Cl)CC=2C=CC=C1C=CC=NC21)C2=CC(=CC=C2)C(F)(F)F